(1aR,5aR)-2-(2,4-Difluorophenyl)-1a,2,5,5a-tetrahydro-1H-2,3-diaza-cyclopropa[a]pentalene-4-carboxylic acid [1-(3,3,3-trifluoro-propyl)-piperidin-4-yl]-amide FC(CCN1CCC(CC1)NC(=O)C=1C=2C[C@@H]3[C@H](C2N(N1)C1=C(C=C(C=C1)F)F)C3)(F)F